COC1=C(NC=O)C=CC=C1 o-methoxyformanilide